Hydroxyphosphanylcarboxamide OPC(=O)N